(3-(4'-methoxy-4,5-dihydro-2H,5'H-spiro[furan-3,7'-furo[3,4-b]pyridine]-2'-yl)-1H-pyrrolo[2,3-c]pyridin-5-yl)acetamide COC1=C2C(=NC(=C1)C1=CNC3=CN=C(C=C31)CC(=O)N)C3(OC2)COCC3